2-Acetyl-N-[4-(1,1,1,3,3,3-hexafluoro-2-hydroxypropan-2-yl)phenyl]-5-{[(1-hydroxycyclopropyl)methyl]sulfonyl}-2,3-dihydro-1H-isoindol-1-carboxamid C(C)(=O)N1C(C2=CC=C(C=C2C1)S(=O)(=O)CC1(CC1)O)C(=O)NC1=CC=C(C=C1)C(C(F)(F)F)(C(F)(F)F)O